BrC(C(=O)OC(C)(C)C)(C)C tert-Butyl 2-bromo-2-methyl-propanoate